[1-(3-ethyl-3-oxetylmethoxy)ethyl] phenyl ether C1(=CC=CC=C1)OC(C)OCC1(COC1)CC